C1(CCCC1)N1C(C(=CC2=C1N=C(N=C2)NC2CCN(CC2)S(=O)(=O)N2CCOCC2)C#N)=O 8-cyclopentyl-2-(1-(morpholinosulfonyl)piperidin-4-ylamino)-7-oxo-7,8-dihydropyrido[2,3-d]pyrimidine-6-carbonitrile